(R)-4-(5-(2-cyanoethyl)-1,3,4-thiadiazol-2-yl)-N-(3-methylthieno[3,2-c]pyridin-4-yl)-N-(piperidin-3-yl)benzamide C(#N)CCC1=NN=C(S1)C1=CC=C(C(=O)N([C@H]2CNCCC2)C2=NC=CC3=C2C(=CS3)C)C=C1